FC1=C(C(=CC=C1)F)C1(C=2N(C3=C(C=N1)C=CC=C3)C(=NN2)C=2N=NC(=CC2)C)C 2,6-difluorophenyl-4-methyl-1-(6-methylpyridazin-3-yl)-4H-[1,2,4]triazolo[4,3-a][1,4]benzodiazepine